1,3-bis(2,6-diisopropylphenyl)-1,4-dihydroquinazolin-3-ium-2-ide gold(I) chloride [Au]Cl.C(C)(C)C1=C(C(=CC=C1)C(C)C)N1[C-]=[N+](CC2=CC=CC=C12)C1=C(C=CC=C1C(C)C)C(C)C